3-(1-methyl-7-(4-(2-methyl-5-((1r,4s)-4-(2-methyl-3-(4,4,5,5-tetramethyl-1,3,2-dioxaborolan-2-yl)phenoxy)cyclohexyl)pentan-2-yl)piperazin-1-yl)-1H-indazol-3-yl)piperidine-2,6-dione CN1N=C(C2=CC=CC(=C12)N1CCN(CC1)C(C)(CCCC1CCC(CC1)OC1=C(C(=CC=C1)B1OC(C(O1)(C)C)(C)C)C)C)C1C(NC(CC1)=O)=O